SC1=CC=CC(=N1)N1C=C(C(C2=CC(=C(C(=C12)Cl)N1CCCCC1)F)=O)C(=O)O 1-(6-mercapto-2-pyridyl)-8-chloro-6-fluoro-1,4-dihydro-7-piperidinyl-4-oxo-3-quinolinecarboxylic acid